The molecule is zwitterionic form of beta-alanine arising from transfer of a proton from the carboxy to the amino group; major species at pH 7.3. It is a tautomer of a beta-alanine. C(C[NH3+])C(=O)[O-]